tetrakis(tridecyl)-4,4'-n-butylidenebis(2-tertiary butyl-5-methylphenol) diphosphite OP(O)OP(O)O.C(CCCCCCCCCCCC)C(CCC(CCCCCCCCCCCCC)(CCCCCCCCCCCCC)CCCCCCCCCCCCC)(C1=CC(=C(C=C1C)O)C(C)(C)C)C1=CC(=C(C=C1C)O)C(C)(C)C